FC(C(C)C)(F)C=1C=C(N)C=CC1 3-(1,1-difluoro-2-methylpropyl)aniline